CNC1CCC(CC1)NC 1,4-dimethylaminocyclohexane